1-(3-hydroxyphenyl)-6,8-dimethylpyrido[4,3-d]pyrimidine-2,4,7(1H,3H,6H)-trione OC=1C=C(C=CC1)N1C(NC(C=2C1=C(C(N(C2)C)=O)C)=O)=O